NC1=NC=NN2C1=C(C=C2C=2C=C(C(=NC2)OC)C(=O)N[C@@H]2CN(C[C@@H]2F)C(=O)C2=NC=C(C=C2)Cl)CN2CCC(CC2)(F)F 5-{4-amino-5-[(4,4-difluoropiperidin-1-yl)methyl]pyrrolo[2,1-f][1,2,4]triazin-7-yl}-N-[(3R,4S)-1-(5-chloropyridine-2-carbonyl)-4-fluoropyrrolidin-3-yl]-2-methoxypyridine-3-carboxamide